C(#N)[C@@H]1C[C@@]2(CN1C([C@H](CC(C)C)N(C(=O)C=1NC3=C(C(=C(C(=C3C1[2H])F)[2H])F)F)C)=O)C(NC1=CC=CC=C12)=O N-((S)-1-((3R,5'S)-5'-cyano-2-oxospiro[indoline-3,3'-pyrrolidin]-1'-yl)-4-methyl-1-oxopentan-2-yl)-4,6,7-trifluoro-N-methyl-1H-indole-2-carboxamide-3,5-d2